1-carboxyethyl-3-methylimidazolium bromide salt [Br-].C(=O)(O)C(C)C=1NC=C[N+]1C